(1R,2R,6S)-2-((2-fluoro-4-(trifluoromethyl)phenyl)carbamoyl)-6-(4-(4,4,5,5-tetramethyl-1,3,2-dioxaborolan-2-yl)phenyl)cyclohexane-1-carboxylic acid FC1=C(C=CC(=C1)C(F)(F)F)NC(=O)[C@H]1[C@@H]([C@H](CCC1)C1=CC=C(C=C1)B1OC(C(O1)(C)C)(C)C)C(=O)O